ClC1=CC=C(C=C1)C=1N=C(NC1C1=CC=CC=C1)C1=CSC=C1 4-(4-Chlorophenyl)-5-phenyl-2-(3-thienyl)imidazole